methylvinylacrylamide CC=CC(C(=O)N)=C